tert-butyl 3-methyl-6-(quinolin-6-yl)-3,4-dihydropyridine-1(2H)-carboxylate CC1CN(C(=CC1)C=1C=C2C=CC=NC2=CC1)C(=O)OC(C)(C)C